Ethyl 2-(4-((dimethylamino)methyl)-2-oxopyridin-1(2H)-yl)-4-methylpentanoate CN(C)CC1=CC(N(C=C1)C(C(=O)OCC)CC(C)C)=O